2-((4-((2-acetyl-5-fluorophenoxy)methyl)-1H-1,2,3-triazol-1-yl)methyl)-5-hydroxy-4H-pyran-4-one C(C)(=O)C1=C(OCC=2N=NN(C2)CC=2OC=C(C(C2)=O)O)C=C(C=C1)F